C(C)C1=C(C=CC(=C1CC)OCCC)O 2,3-Diethyl-4-propoxy-phenol